C(C)(C)(C)C=1C=C(C=C(C1)C(C)(C)OC)C(C)(OC)C 5-tert-butyl-1,3-bis(1-methoxy-1-methylethyl)benzene